7-(8-ethyl-7-fluoronaphthalen-1-yl)-8-fluoro-2-(((2R,7aS)-2-fluorohexahydro-1H-pyrrolizin-7a-yl)methoxy)-4-(2,2,2-trifluoroethoxy)pyrido[4,3-d]pyrimidine C(C)C=1C(=CC=C2C=CC=C(C12)C1=C(C=2N=C(N=C(C2C=N1)OCC(F)(F)F)OC[C@]12CCCN2C[C@@H](C1)F)F)F